methyl 4-(cyclopent-3-en-1-yloxy)-2-hydroxy-3,6-dimethylbenzoate C1(CC=CC1)OC1=C(C(=C(C(=O)OC)C(=C1)C)O)C